C(=O)C1=C(C(=O)NC)C=C(C=C1)OC 2-FORMYL-5-METHOXY-N-METHYL-BENZAMIDE